FC1=CC(=CC2=C1N(C=N2)C)N=C(C2=CC=CC=C2)C2=CC=CC=C2 N-(7-fluoro-1-methyl-1H-benzo[d]imidazol-5-yl)-1,1-diphenylmethanimine